NC=1SC(=C(N1)C(C(=O)OCC)(CCC(=O)OCC1=CC=CC=C1)CC)C O5-benzyl O1-ethyl 2-(2-amino-5-methyl-thiazol-4-yl)-2-ethyl-pentanedioate